tert-butyl (S)-3-((4-((3-chloro-4-(((S)-tetrahydrofuran-3-yl)methoxy)phenyl)amino)pyrido[3,2-d]pyrimidin-6-yl)oxy)pyrrolidine-1-carboxylate ClC=1C=C(C=CC1OC[C@@H]1COCC1)NC=1C2=C(N=CN1)C=CC(=N2)O[C@@H]2CN(CC2)C(=O)OC(C)(C)C